C(C=CC1=CC=CC=C1)NC(=O)C1=CC2=CC=CC=C2C=C1 N-cinnamyl-2-naphthamide